C(C=C)(=O)OCC(COC(C=C)=O)(CO)CO Pentaerythritol diacrylate